tert-Butyl ((R)-2-hydroxy-2-(methyl-d3)-1-(4-(((R)-2-(methyl-d3)pentyl-1,1-d2)oxy)phenyl)propyl-3,3,3-d3)carbamate OC([C@@H](C1=CC=C(C=C1)OC([C@@H](CCC)C([2H])([2H])[2H])([2H])[2H])NC(OC(C)(C)C)=O)(C([2H])([2H])[2H])C([2H])([2H])[2H]